OC(=O)C(F)(F)F.NCCNC(CNC(C#C)=O)=O N-(2-((2-aminoethyl)amino)-2-oxoethyl)propiolamide TFA salt